3-(1-(3-(5-(2-(4-(4-amino-2-fluorophenyl)piperazin-1-yl)ethoxy)pyrimidin-2-yl)benzyl)-6-oxo-1,6-dihydropyridazin-3-yl)benzonitrile NC1=CC(=C(C=C1)N1CCN(CC1)CCOC=1C=NC(=NC1)C=1C=C(CN2N=C(C=CC2=O)C=2C=C(C#N)C=CC2)C=CC1)F